N-(4-(4-(5-Cyanopyrazin-2-yl)piperazin-1-yl)phenyl)-4-methoxybenzamid C(#N)C=1N=CC(=NC1)N1CCN(CC1)C1=CC=C(C=C1)NC(C1=CC=C(C=C1)OC)=O